C1(CC1)COC=1C=CC=C2C(=CC=NC12)C(=O)O 8-(cyclopropylmethoxy)quinoline-4-carboxylic Acid